[Na+].[Na+].C(C1=CC=CC=C1)(=O)N1CC(C1)OC1=C(C=2O[B-](CCC2C=C1)(O)O)C(=O)O.C(C1=CC=CC=C1)(=O)N1CC(C1)OC1=C(C=2O[B-](CCC2C=C1)(O)O)C(=O)O 8-[(1-benzoylazetidin-3-yl)oxy]-4,4-dihydroxy-5-oxa-4-boranuidabicyclo[4.4.0]deca-1(6),7,9-triene-7-carboxylic acid disodium salt